methyl 1-(3-(2-((S)-1-((S)-2-((S)-2-((tert-butoxycarbonyl)(methyl)amino)propanamido)-2-cyclohexylacetyl)pyrrolidin-2-yl)thiazole-4-carbonyl)phenoxy)-3,6,9,12-tetraoxapentadecan-15-oate C(C)(C)(C)OC(=O)N([C@H](C(=O)N[C@H](C(=O)N1[C@@H](CCC1)C=1SC=C(N1)C(=O)C=1C=C(OCCOCCOCCOCCOCCC(=O)OC)C=CC1)C1CCCCC1)C)C